C12CC(CC(CCC1)N2)NC(=O)C2=C1N(C=3C=CC(=CC23)F)CCC1 N-(9-azabicyclo[3.3.1]nonan-3-yl)-7-fluoro-2,3-dihydro-1H-pyrrolo[1,2-a]indole-9-carboxamide